(R)-2-cyano-4-(3-(dimethoxymethyl)pyrrolidin-1-yl)benzoic acid methyl ester COC(C1=C(C=C(C=C1)N1C[C@@H](CC1)C(OC)OC)C#N)=O